C=C(C(=O)OC(C=1N=NN(N1)C(C1=CC=CC=C1)(C1=CC=CC=C1)C1=CC=CC=C1)C1CC1)CC(=O)O[C@@H](C)CCCCCC 1-(cyclopropyl(2-trityl-2H-tetrazol-5-yl)methyl) 4-((S)-octan-2-yl) 2-methylenesuccinate